FC(OC1=CC=C(C=C1)N(C1CCN(CC1)C1=NC=C(C=N1)C#N)C=1C=NC=CC1OC)F 2-(4-((4-(Difluoromethoxy)phenyl)(4-methoxypyridin-3-yl)amino)piperidin-1-yl)-pyrimidine-5-carbonitrile